OC1=C2C(C(=COC2=CC(=C1)O)CC1=CC=C(C=C1)O)=O 5,7-dihydroxy-3-(4'-hydroxybenzyl)chromone